C(C1=CC=CC=C1)N(C1=CC=CC(=N1)S(=O)(=O)NC(=O)C=1C(=NC=CC1)N1C(CC(C1)C)(C)C)C N-[[6-[benzyl(methyl)amino]-2-pyridyl]sulfonyl]-2-(2,2,4-trimethylpyrrolidin-1-yl)pyridine-3-carboxamide